3-(2-chloro-3-fluoro-5-nitrobenzoylamino)-2,2-difluoropropionic acid ethyl ester C(C)OC(C(CNC(C1=C(C(=CC(=C1)[N+](=O)[O-])F)Cl)=O)(F)F)=O